(S)-4-[2,6-dimethyl-4-(2-methyl-2H-tetrazol-5-yl)-phenyl]-indan-1-ol CC1=C(C(=CC(=C1)C=1N=NN(N1)C)C)C1=C2CC[C@@H](C2=CC=C1)O